N-(4-methoxyphenyl)pivalamide COC1=CC=C(C=C1)NC(C(C)(C)C)=O